O(C1=CC=CC=C1)CCCN1C(C=NC2=CC=CC=C12)=O N-3-phenoxypropyl-quinoxalinone